1-(4-acetyl-3,5-dimethyl-1H-pyrrol-2-yl)-2-({4-[2-(propan-2-yl)phenyl]-5-(pyridin-3-yl)-4H-1,2,4-triazol-3-yl}sulfanyl)ethan-1-one C(C)(=O)C=1C(=C(NC1C)C(CSC1=NN=C(N1C1=C(C=CC=C1)C(C)C)C=1C=NC=CC1)=O)C